C1(=CC=C(C=C1)NC(=O)OC(C(=O)O)C)C 2-O-(p-tolylaminocarbonyl)-lactic acid